C(C)(C)(C)OC(N(C)C1=C(C=C(C=C1)Br)F)=O (4-Bromo-2-fluorophenyl)(methyl)carbamic acid tert-butyl ester